2-chloro-N-(3-(propylsulfanyl)-[1,2,4]triazolo[4,3-a]pyridin-6-yl)benzamide ClC1=C(C(=O)NC=2C=CC=3N(C2)C(=NN3)SCCC)C=CC=C1